C(#N)[C@@H](C[C@H]1C(NCCC1)=O)NC(=O)[C@@H]1N([C@H]2CC([C@@H]1CC2)(F)F)C([C@H](CC2CC2)NC=2C=NC=C(C2)C)=O (1R,3R,4R)-N-((R)-1-cyano-2-((S)-2-oxopiperidin-3-yl)ethyl)-2-((S)-3-cyclopropyl-2-((5-methylpyridin-3-yl)amino)propanoyl)-5,5-difluoro-2-azabicyclo[2.2.2]octane-3-carboxamide